5-chloro-N-(3-cyclopropyl-5-(((3r,5s)-3,5-dimethylpiperazin-1-yl)methyl)phenyl)-4-(6-fluoro-1H-indol-3-yl)pyrimidin-2-amine ClC=1C(=NC(=NC1)NC1=CC(=CC(=C1)CN1C[C@H](N[C@H](C1)C)C)C1CC1)C1=CNC2=CC(=CC=C12)F